COCOC[C@@]1(CC2=CC=C(C=C2C1)C)C |r| (+-)-2-((methoxymethoxy)methyl)-2,5-dimethyl-2,3-dihydro-1H-indene